BrC=1C(=C(SC1Br)C(=O)O)C 4,5-dibromo-3-methylthiophene-2-carboxylic acid